C(C)C1=C(C=C(C(=O)O)C=C1)S(NC1=C(C=CC(=C1)C(F)(F)F)N1CC(C1)(C)O)(=O)=O 4-Ethyl-3-(N-(2-(3-hydroxy-3-methylazetidin-1-yl)-5-(trifluoromethyl)phenyl)sulfamoyl)benzoic acid